methyl-5-(methoxy-d3)-4-(((trifluoromethyl)sulfonyl)oxy)methyl-pyridine CC1=NC=C(C(=C1)COS(=O)(=O)C(F)(F)F)OC([2H])([2H])[2H]